NC1=NC2=CC(=CC=C2C=C1Br)OCC1(SC(C(C1O)O)N1C=CC2=C1N=CN=C2N)C ((2-amino-3-bromoquinolin-7-yl)oxy)methyl-5-(4-amino-7H-pyrrolo[2,3-d]pyrimidin-7-yl)-2-methyltetrahydrothiophene-3,4-diol